2-Chloro-1'-((8-fluoro-3-(methylthio)-2-oxo-1,2-dihydroquinolin-7-yl)methyl)-N-methyl-1',2',3',6'-tetrahydro-[3,4-bipyridine]-6-carboxamide ClC1=NC(=CC=C1C=1CCN(CC1)CC1=CC=C2C=C(C(NC2=C1F)=O)SC)C(=O)NC